N,N-dioctyl-amine C(CCCCCCC)NCCCCCCCC